2-(6-(2-(Aminomethyl)-4,4-difluorotetrahydrofuran-2-yl)-3-fluoro-2-(4-fluorophenyl)pyridin-4-yl)propan-2-ol hydrogen chloride Cl.NCC1(OCC(C1)(F)F)C1=CC(=C(C(=N1)C1=CC=C(C=C1)F)F)C(C)(C)O